ClC1=CC(=C2C=C(N(C2=C1F)COCC[Si](C)(C)C)C(=O)N1CCN(CC1)C1=NC=C(C=C1OC)F)C=1N(C=CC1)C(=O)OC(C)(C)C 1-Tert-butyl 2-[6-chloro-7-fluoro-2-[4-(5-fluoro-3-methoxy-2-pyridyl)piperazine-1-carbonyl]-1-(2-trimethylsilylethoxymethyl)indol-4-yl]pyrrole-1-carboxylate